CC1=C(C(=O)N[C@H](C)C=2SC=C(C2)C2=CC=CC=C2)C=C(C=C1)N1CCN(CC1)C 2-Methyl-5-(4-methylpiperazin-1-yl)-N-[(1R)-1-(4-phenyl-2-thienyl)ethyl]benzamide